2-methoxyethyl 3-(2-methoxyethoxy)-1-methyl-1H-pyrazole-4-carboxylate COCCOC1=NN(C=C1C(=O)OCCOC)C